S1C(=CC=C1\C=C\C1=CC=C(S1)C=1SC=CC1)C=1SC=CC1 (E)-1,2-bis(2,2'-bithiophene-5-yl)ethylene